N-(3-(2-aminoquinazolin-8-yl)-2,4-difluorophenyl)-5-chloro-2-methoxypyridine-3-sulfonamide NC1=NC2=C(C=CC=C2C=N1)C=1C(=C(C=CC1F)NS(=O)(=O)C=1C(=NC=C(C1)Cl)OC)F